tert-butyl 4-[(1S,4S,5R)-5-[[4-cyclopropyl-1-(2,6-dichlorophenyl)-1H-pyrazol-5-yl]methoxy]-2-azabicyclo[2.2.1]heptan-2-yl]benzoate C1(CC1)C=1C=NN(C1CO[C@H]1[C@@H]2CN([C@H](C1)C2)C2=CC=C(C(=O)OC(C)(C)C)C=C2)C2=C(C=CC=C2Cl)Cl